1-(2-(1-(2,2-difluorobenzo[d][1,3]dioxol-5-yl)ethoxy)pyridin-4-yl)-3-(trifluoromethyl)-1,4,5,6-tetrahydro-7H-indazol-7-one FC1(OC2=C(O1)C=CC(=C2)C(C)OC2=NC=CC(=C2)N2N=C(C=1CCCC(C21)=O)C(F)(F)F)F